C(C=C)P([O-])(O)=O.[NH4+].COC=1C=C(C=C(C1)OC)[C@@H](C(=O)NC=1SC(=NN1)N[C@H]1CN(CC1)C=1N=NC=CC1)OCC (2S)-2-(3,5-Dimethoxyphenyl)-2-ethoxy-N-[5-[[(3R)-1-pyridazin-3-ylpyrrolidin-3-yl]amino]-1,3,4-thiadiazol-2-yl]acetamide monoammonium allylphosphonate salt